C(C)(C)OC=1C(=CC=2C(N1)=NN(C2)C21COC(C2)(C1)C)C(=O)O 6-isopropoxy-2-(1-methyl-2-oxabicyclo[2.1.1]hexan-4-yl)-2H-pyrazolo[3,4-b]pyridine-5-carboxylic acid